C12CN(CC(O1)C2)C2=CC(=C1C(=NC=NC1=C2)NC=2C(=C1C=CC=NC1=CC2)F)O[C@H](C)C2COC2 7-(6-oxa-3-azabicyclo[3.1.1]heptan-3-yl)-N-(5-fluoroquinolin-6-yl)-5-((R)-1-(oxetan-3-yl)ethoxy)quinazolin-4-amine